2,2-dimethyl-N-(3-phenylpiperidin-4-yl)-3-((3-(trifluoromethyl)pyridin-2-yl)oxy)propanamide TFA salt OC(=O)C(F)(F)F.CC(C(=O)NC1C(CNCC1)C1=CC=CC=C1)(COC1=NC=CC=C1C(F)(F)F)C